N-(4-(((2-(3,5-dioxopiperazin-1-yl)ethyl)amino)methyl)-3-(trifluoromethyl)phenyl)-3-ethynyl-4-methylbenzamide O=C1CN(CC(N1)=O)CCNCC1=C(C=C(C=C1)NC(C1=CC(=C(C=C1)C)C#C)=O)C(F)(F)F